ethyl 2-[(2R)-2-(2-bromophenyl)-2-[(tert-butoxycarbonyl)amino]-N-methylacetamido]acetate BrC1=C(C=CC=C1)[C@H](C(=O)N(C)CC(=O)OCC)NC(=O)OC(C)(C)C